C12CC(CCC2C1)N(C(=O)[C@H]1N([C@@H]2CC[C@H]1C2)S(=O)(=O)C=2C=NC(=CC2)C)CC2=CC1=C(CCO1)C=C2 (1R,3S,4S)-N-(bicyclo[4.1.0]heptan-3-yl)-N-((2,3-dihydrobenzofuran-6-yl)methyl)-2-((6-methylpyridin-3-yl)sulfonyl)-2-azabicyclo[2.2.1]heptane-3-carboxamide